N1=CC(=C2N1C=CC=C2)C2=CC=CC(=N2)C2CN(CCC2)C(=O)OC(C)(C)C tert-butyl 3-(6-pyrazolo[1,5-a]pyridin-3-yl-2-pyridyl)piperidine-1-carboxylate